C(CCC/C=C/C(=O)O)CCCO The molecule is an omega-hydroxy amino acid that is 2-decenoic acid in which one of the hydrogens attached to the terminal carbon is replaced by a hydroxy group and in which the C=C double bond has E configuration. It is a component of royal jelly. It has a role as an animal metabolite. It is a medium-chain fatty acid, an omega-hydroxy fatty acid, an alpha,beta-unsaturated monocarboxylic acid, a straight-chain fatty acid and a hydroxy monounsaturated fatty acid.